C(CCC)N1C(C=2C(C1=O)=CC=CC2)=O N-butyl-phthalimide